L-glycyl-D-phenylalanine NCC(=O)N[C@@H](CC1=CC=CC=C1)C(=O)O